C1(=CC(=CC=C1)C1=NC(=NC=C1F)N[C@@H]1CC[C@H](CC1)C(=O)N1CCC(CC1)CN1CCC(CC1)C1=C(C=C(C=C1)NC1C(NC(CC1)=O)=O)F)C1=CC=CC=C1 3-((4-(1-((1-(trans-4-((4-([1,1'-biphenyl]-3-yl)-5-fluoropyrimidin-2-yl)amino)cyclohexane-1-carbonyl)piperidin-4-yl)methyl)piperidin-4-yl)-3-fluorophenyl)amino)piperidine-2,6-dione